tert-Butyl 3-(3-amino-4-chlorophenyl)-3-cyclobutylacrylate NC=1C=C(C=CC1Cl)C(=CC(=O)OC(C)(C)C)C1CCC1